didecyl-hydroxyethyl-ammonium methylpropionate COC(CC)=O.C(CCCCCCCCC)[NH+](CCO)CCCCCCCCCC